ClC1=CC(=C(C(=C1)F)C1=C(C(N(N1C)C1=NC(=CC(=C1)OC(C)C)OCC(C)(C)O)=O)NC(C1=CC=C(C=C1)OC(F)(F)F)=O)F N-(5-(4-chloro-2,6-difluorophenyl)-2-(6-(2-hydroxy-2-methylpropoxy)-4-isopropoxypyridin-2-yl)-1-methyl-3-oxo-2,3-dihydro-1H-pyrazol-4-yl)-4-(trifluoromethoxy)benzamide